CN1C(C2=C(N=C(N=C2)C=2C=NN(C2)C)C(=C1)C1=C(C=CC(=C1)S(=O)(=O)C)OCCC)=O 6-methyl-2-(1-methylpyrazol-4-yl)-8-(5-methylsulfonyl-2-propoxyphenyl)pyrido[4,3-d]pyrimidin-5-one